4-cyclopropyl-2-methyl-4-oxo-butyric acid tert-butyl ester C(C)(C)(C)OC(C(CC(=O)C1CC1)C)=O